N-tert-Butoxycarbonyl-N'-benzyloxycarbonyl-D-ornithine C(C)(C)(C)OC(=O)N[C@H](CCCNC(=O)OCC1=CC=CC=C1)C(=O)O